C(CCCCCCC\C=C/CCCCCCCC)(=O)OC[C@@H](CCCNC(=O)OC(C)(C)C)OC(CCCCCCC\C=C/CCCCCCCC)=O (R)-5-((tert-butoxycarbonyl)amino)pentane-1,2-diyl dioleate